COC1CCN(CC1)C(=O)N(C)[C@@H](C)C1=CC=C(C=C1)NC(OCC1=CC=C(C=C1)Cl)=O 4-chlorobenzyl (S)-(4-(1-(4-methoxy-N-methylpiperidine-1-carboxamido)eth-yl)phenyl)carbamate